5-bromo-N-[rac-(6S)-4-methyl-5-oxo-7,8-dihydro-6H-pyrazolo[1,5-a][1,3]diazepin-6-yl]isoquinoline-3-carboxamide BrC1=C2C=C(N=CC2=CC=C1)C(=O)N[C@@H]1C(N(C=2N(CC1)N=CC2)C)=O |r|